C1(=CC=CC=C1)N1C(=NS(C2=C1C=CC=C2)(=O)=O)C(=C)C 4-phenyl-3-isopropenyl-4H-1,2,4-benzothiadiazine-1,1-dioxide